N-[1-(3-cyanopyrazin-2-yl)ethyl]3,5-bis(trifluoromethyl)benzamide C(#N)C=1C(=NC=CN1)C(C)NC(C1=CC(=CC(=C1)C(F)(F)F)C(F)(F)F)=O